rac-3-[1-(tert-butoxycarbonyl)pyrrolidin-3-yl]-1-methylindazole-5-carboxylic acid C(C)(C)(C)OC(=O)N1C[C@@H](CC1)C1=NN(C2=CC=C(C=C12)C(=O)O)C |r|